FC1=CC=C(OC=2C=C3C=C(NC3=CC2)C(=O)NS(=O)(=O)C2=CC(=CC=C2)C2=CSC=C2)C=C1 5-(4-fluorophenoxy)-N-((3-(thiophen-3-yl)phenyl)sulfonyl)-1H-indole-2-carboxamide